C(#N)C(C(=O)NC(OCC)=O)=NNC1=CC(=C(C(=C1)Cl)OC=1C=C2CCN(C(C2=CC1)=O)CC1=CC(=CC=C1)C(F)(F)F)Cl ethyl (2-cyano-2-(2-(3,5-dichloro-4-((2-(3-(trifluoromethyl)benzyl)-1-oxo-1,2,3,4-tetrahydroisoquinolin-6-yl)oxy)phenyl)hydrazono)acetyl)carbamate